IC1=NN(C=2CCCC(C12)=O)C1COC1 3-iodo-1-(oxetan-3-yl)-6,7-dihydro-5H-indazol-4-one